acryloxypropyl adipate C(CCCCC(=O)[O-])(=O)OCCCOC(C=C)=O